(1S,2S)-2-N-(7-chloroquinolin-4-yl)cyclohexane-1,2-diamine ClC1=CC=C2C(=CC=NC2=C1)N[C@@H]1[C@H](CCCC1)N